tin sulfide telluride [Sn](=S)=[Te]